ClC=1C=C(C=CC1F)NC(=O)C1=CN(C(=C1)C(C(N[C@H](C(F)(F)F)C)=O)(F)F)C (S)-N-(3-chloro-4-fluorophenyl)-5-(1,1-difluoro-2-oxo-2-((1,1,1-trifluoropropan-2-yl)amino)ethyl)-1-methyl-1H-pyrrole-3-carboxamide